amino-4'-{(biphenyl-4-yl)-phenylamino}-2-phenyl-biphenyl NC=1C(=C(C=CC1)C1=CC=C(C=C1)N(C1=CC=CC=C1)C1=CC=C(C=C1)C1=CC=CC=C1)C1=CC=CC=C1